5-cyclopropyl-3-[3-(trans-methoxy)cyclobutyl]amino-pyridine-2-carboxylate C1(CC1)C=1C=C(C(=NC1)C(=O)[O-])NC1CC(C1)OC